C(C)(C)(C)NS(=O)(=O)C=1C=C(C=CC1C1=CN=C(S1)[C@@H]1CC[C@H](CC1)NC(=O)OC(C)C)NC(OC(C)C)=O Trans-isopropyl N-[3-(tert-butylsulfamoyl)-4-[2-[4-(isopropoxycarbonylamino)cyclohexyl] thiazol-5-yl]phenyl]carbamate